FC(C1=C(C=CC(=C1)[N+](=O)[O-])CN1C[C@H](CCC1)[C@](CO)(C)O)F (2S)-2-[(3S)-1-{[2-(difluoromethyl)-4-nitrophenyl]methyl}piperidin-3-yl]propane-1,2-diol